3-(4-(4,4,5,5-tetramethyl-1,3,2-dioxaborolan-2-yl)-1H-pyrazol-1-yl)propionitrile CC1(OB(OC1(C)C)C=1C=NN(C1)CCC#N)C